C(C)(C)(C)N1CCC(CC1)N1N=NC(=C1)[C@H](C=1C=NC=CC1)NC=1C=C2C(=C(C=NC2=C(C1)Cl)C#N)NC1=C(C(=C(C=C1)Cl)Cl)F (S)-6-(((1-(1-(tert-butyl)piperidin-4-yl)-1H-1,2,3-triazol-4-yl)(pyridin-3-yl)methyl)amino)-8-chloro-4-((3,4-dichloro-2-fluorophenyl)amino)quinoline-3-carbonitrile